ClC=1C=C(C=C(C1)B1OC(C(O1)(C)C)(C)C)C=1N(CCOCC1)C(=O)OC(C)(C)C tert-butyl 5-(3-chloro-5-(4,4,5,5-tetramethyl-1,3,2-dioxaborolan-2-yl)phenyl)-2,3-dihydro-1,4-oxazepine-4(7H)-carboxylate